tert-Butyl 3-hydroxy-3-(6-(hydroxymethyl)pyridin-2-yl)azetidine-1-carboxylate OC1(CN(C1)C(=O)OC(C)(C)C)C1=NC(=CC=C1)CO